7-(6-(1-(1-(4-fluorophenyl)-2-methylpropyl)-1H-pyrazol-4-yl)pyrazin-2-yl)-[1,2,4]triazolo-[1,5-a]pyridin-2-amine FC1=CC=C(C=C1)C(C(C)C)N1N=CC(=C1)C1=CN=CC(=N1)C1=CC=2N(C=C1)N=C(N2)N